OC=1N(N=C2N=C(C=CC21)C2=C(C=C(C=C2C)C(F)(F)F)O)C2CCC(N(C2)C)=O 5-(3-hydroxy-6-(2-hydroxy-6-methyl-4-(trifluoromethyl)phenyl)-2H-pyrazolo[3,4-b]pyridin-2-yl)-1-methylpiperidin-2-one